C12CN(CC(CC1)O2)C2=CC=C(C=C2)C2CN(C2)C(=O)N2C[C@@H]1[C@@H](OCC(N1)=O)CC2 (4aR,8aS)-6-(3-(4-(8-Oxa-3-azabicyclo[3.2.1]octan-3-yl)phenyl)azetidine-1-carbonyl)hexahydro-2H-pyrido[4,3-b][1,4]oxazin-3(4H)-one